ethyl 2-(3-bromo-2-hydroxyphenyl)acetate BrC=1C(=C(C=CC1)CC(=O)OCC)O